CN(CCC=1C=C(C=CC1)C1=CC=C(C=C1)CN1C2=NC(=NC=C2NC1=O)C1=C(C=CC=C1)C(C)C)C 9-((3'-(2-(dimethylamino)ethyl)-[1,1'-biphenyl]-4-yl)methyl)-2-(2-isopropylphenyl)-7,9-dihydro-8H-purin-8-one